COC1=C(C=CC(=C1)OC)C=1C=C(C=2CC3=CC=CC=C3OC2C1)O 3-(2,4-Dimethoxyphenyl)-9H-xanthen-1-ol